C(C1=CC=CC=C1)OC1=C(C=C(C=C1F)F)N1[C@H](C(C1=O)(CC)CC)C1=CC(=C(C=C1OC)N1CCC(CC1)CN1CCN(CC1)C(=O)OCC1=CC=CC=C1)F benzyl (S)-4-((1-(4-(1-(2-(benzyloxy)-3,5-difluorophenyl)-3,3-diethyl-4-oxoazetidin-2-yl)-2-fluoro-5-methoxyphenyl)piperidin-4-yl)methyl)piperazine-1-carboxylate